CC1CCC(N1CC1=CC=C(C=C1)OC1=CC=C(C=C1)C)=O 5-methyl-1-{[4-(4-methylphenoxy)phenyl]methyl}pyrrolidin-2-one